N[C@@]1(CN(CC1)C1=C(C=NC(=C1C1=CC(=C(C=C1)F)F)OC)C(=O)N[C@@H](C)C1CC1)C 4-[(3S)-3-amino-3-methylpyrrolidin-1-yl]-N-[(1S)-1-cyclopropylethyl]-5-(3,4-difluorophenyl)-6-methoxypyridine-3-carboxamide